N-(cis-2-(((cis-4-(4-fluorophenyl)cyclohexyl)oxy)-methyl)piperidin-3-yl)methanesulfonamide FC1=CC=C(C=C1)[C@H]1CC[C@H](CC1)OC[C@@H]1NCCC[C@@H]1NS(=O)(=O)C